(5S)-2-[3-(2-chloro-6-fluorophenyl)propanoyl]-9,9-dimethyl-8-oxo-2-azaspiro[4.5]dec-6-ene-7-carbonitrile ClC1=C(C(=CC=C1)F)CCC(=O)N1C[C@@]2(CC1)C=C(C(C(C2)(C)C)=O)C#N